CC1=C(C(=O)NC2=CC=C(C=C2)[N+](=O)[O-])C(=CC=C1)C 2,6-Dimethyl-N-(4-nitrophenyl)benzamide